FC1(CN(C1)CCN1N=CC=C1C(=O)OC)F Methyl 1-(2-(3,3-difluoroazetidin-1-yl)ethyl)-1H-pyrazole-5-carboxylate